methyl 2-((2-(4-((tert-butoxycarbonyl) amino) but-1-yn-1-yl)-4-fluorophenyl)-amino)-4-(trifluoromethyl)-benzoate C(C)(C)(C)OC(=O)NCCC#CC1=C(C=CC(=C1)F)NC1=C(C(=O)OC)C=CC(=C1)C(F)(F)F